CN1CCC(=CC1)B1OC(C(O1)(C)C)(C)C 1-methyl-4-(4,4,5,5-tetramethyl-1,3,2-dioxaborolan-2-yl)-1,2,3,6-tetrahydropyridine